CS(=O)(=O)C=1C=C(CNC(=O)C=2OC=CN2)C=CC1 N-(3-(methylsulfonyl)benzyl)oxazole-2-carboxamide